SCSC(CC(SC)SCSC(CC(SC)SCS)SCS)SCS 3-[2,2-bis(mercaptomethylthio)ethyl]-7,9-bis(mercaptomethylthio)-2,4,6,10-tetrathiaundecane